[Pd].C(C)(C)(C)P(C1=CC(=CC(=C1)OCC(F)(F)F)OCC(F)(F)F)C(C)(C)C (di-tert-butyl-(3,5-di-(trifluoroethoxy)phenyl)phosphin) palladium